(4-(1-isopropyl-4-(trifluoromethyl)-1H-imidazol-2-yl)-3-methylphenyl)methanamine C(C)(C)N1C(=NC(=C1)C(F)(F)F)C1=C(C=C(C=C1)CN)C